ClC=1C=C(C=C(C1)N1C(C(=C(C=C1)O)C1=CN=CC2=CC=CC=C12)=O)CNC(C)=O N-[[3-chloro-5-[4-hydroxy-3-(4-isoquinolinyl)-2-oxo-1-pyridinyl]phenyl]methyl]acetamide